FC(C1N(CCOC1)C1=CC(=CC(N1)=O)C1=C2C(=NC=C1)NC(=C2)C2=CC(=CC=C2)C(F)(F)F)(F)F 6-[3-(trifluoromethyl)morpholin-4-yl]-4-[2-[3-(trifluoromethyl)phenyl]-1H-pyrrolo[2,3-b]pyridin-4-yl]-1H-pyridin-2-one